6-(4-(7-methoxyquinoxalin-2-yl)-1H-pyrazol-1-yl)hexan-1-amine COC1=CC=C2N=CC(=NC2=C1)C=1C=NN(C1)CCCCCCN